beta-D-hamamelose O[C@H]1[C@](CO)(O)[C@H](O)[C@H](O)CO1